COC([C@H](CC1=CC=C(C=C1)C1=C(C(=NC=C1)C)C)NC(=O)OC(C)(C)C)=O (S)-2-tert-butoxycarbonylamino-3-[4-(2,3-dimethyl-pyridin-4-yl)-phenyl]-propionic acid methyl ester